C1=C(C(=CC(=C1Cl)Cl)F)[N+](=O)[O-] 4,5-dichloro-2-fluoronitrobenzene